(R)-N-tert-butyl-5-(2-(5-fluoro-1-methyl-2-oxo-1,2-dihydropyridin-3-yl)pyrrolidin-1-yl)pyrazolo[1,5-a]pyrimidine-3-carboxamide C(C)(C)(C)NC(=O)C=1C=NN2C1N=C(C=C2)N2[C@H](CCC2)C=2C(N(C=C(C2)F)C)=O